ethyl 2,4-dioxobutyrate O=C(C(=O)OCC)CC=O